N-(4-(2-(4-morpholinophenylamino)thieno[3,2-d]pyrimidin-7-yl)phenyl)acryl-amide O1CCN(CC1)C1=CC=C(C=C1)NC=1N=CC2=C(N1)C(=CS2)C2=CC=C(C=C2)NC(C=C)=O